FC(C=1C=CC=2N(N1)C(=CN2)C2=CC(=NC=N2)N2CC(CCC2)CCO)F 2-(1-(6-(6-(Difluoromethyl)imidazo[1,2-b]pyridazin-3-yl)pyrimidin-4-yl)piperidin-3-yl)ethan-1-ol